6,7-dimethoxy-9-(4-(piperazin-1-yl)quinolin-6-yl)naphtho[2,3-c]furan-1(3H)-one COC1=CC2=CC3=C(C(OC3)=O)C(=C2C=C1OC)C=1C=C2C(=CC=NC2=CC1)N1CCNCC1